FC(OC1=C(C=C(CN(C2=C(C(=NC=N2)NCC2C(CN(CC2)CC(=O)N)O)F)C)C=C1)OC)F 2-(4-(((6-((4-(difluoromethoxy)-3-methoxybenzyl)(methyl)amino)-5-fluoropyrimidin-4-yl)amino)methyl)-3-hydroxypiperidin-1-yl)acetamide